thioisourea NC(S)=N